(3,5-dichloro-4-((3,4-dihydro-2H-benzo[4,5]imidazo[2,1-b][1,3]oxazin-7-yl)oxy)phenyl)-3,5-dioxo-2,3,4,5-tetrahydro-1,2,4-triazine-6-carbonitrile ClC=1C=C(C=C(C1OC1=CC2=C(N=C3OCCCN32)C=C1)Cl)N1N=C(C(NC1=O)=O)C#N